FC1=C(C(=CC(=C1)S(=O)(=O)C)OC)NC(OC(C)(C)C)=O tert-butyl (2-fluoro-6-methoxy-4-(methylsulfonyl)phenyl)carbamate